FC1=CC=2N(C=C1C1CCNCC1)C=C(N2)C2=CC=C(C=C2)S(=O)(=O)C 7-fluoro-2-(4-(methylsulfonyl)phenyl)-6-(piperidin-4-yl)imidazo[1,2-a]pyridine